(5-hydroxy-1,3-dimethyl-1H-pyrazol-4-yl)[2-(methylsulfonyl)-4-(trifluoromethyl)phenyl]methanone OC1=C(C(=NN1C)C)C(=O)C1=C(C=C(C=C1)C(F)(F)F)S(=O)(=O)C